2-(2,6-dioxo-3-piperidinyl)-5-[4-[[4-fluoro-4-(piperazin-1-ylmethyl)-1-piperidinyl]methyl]-1-piperidinyl]isoindoline-1,3-dione O=C1NC(CCC1N1C(C2=CC=C(C=C2C1=O)N1CCC(CC1)CN1CCC(CC1)(CN1CCNCC1)F)=O)=O